[Rh].[Zr] Zirconium rhodium